CSC1=NC=2CC3(CCC2C(N1)=O)CC1=CC=CC2=CC=CC3=C12 2'-(Methylthio)-5',8'-dihydro-2H,3'H-spiro[acenaphthylene-1,7'-quinazolin]-4'(6'H)-one